FC1=C(C(=CC=C1)C)N1CCC(CC1)N1C(N(C=2C(C1)=CN(N2)C)[C@@H](C)C2=C(C=CC=C2)C(F)(F)F)=O 5-[1-(2-fluoro-6-methyl-phenyl)-piperidin-4-yl]-2-methyl-7-[(S)-1-(2-trifluoromethyl-phenyl)-ethyl]-2,4,5,7-tetrahydro-pyrazolo[3,4-d]pyrimidin-6-one